C(=C=C)B(O)O allenylboronic acid